BrC1=CC(=C(CC2NC(=NOC2)C2=CC(=NC=C2OC2=C(C(=CC=C2)C)F)C)C=C1)C 5-(4-bromo-2-methylbenzyl)-3-[5-(2-fluoro-3-methylphenoxy)-2-methylpyridin-4-yl]-5,6-dihydro-4H-1,2,4-oxadiazine